tert-butyl 4-((2-methyl-1-oxo-1-((3-(5-(5-oxo-4,5-dihydro-1,2,4-oxadiazol-3-yl)thiophen-3-yl)phenyl)amino)propan-2-yl)oxy)benzoate CC(C(NC1=CC(=CC=C1)C1=CSC(=C1)C1=NOC(N1)=O)=O)(C)OC1=CC=C(C(=O)OC(C)(C)C)C=C1